N-[(2-Oxo-1H-pyridin-3-yl)sulfonyl]-6-(p-tolyl)-2-(2,4,6-trimethylphenoxy)pyridin-3-carboxamid O=C1NC=CC=C1S(=O)(=O)NC(=O)C=1C(=NC(=CC1)C1=CC=C(C=C1)C)OC1=C(C=C(C=C1C)C)C